C(C)(=O)OC=1C(=CC(=C(C(=O)OC)C1)C)[N+](=O)[O-] methyl 5-acetoxy-2-methyl-4-nitrobenzoate